(2-((2-(4-(trifluoromethoxy)phenyl)-1H-benzo[d]imidazol-1-yl)methyl)benzyloxy)benzoic acid FC(OC1=CC=C(C=C1)C1=NC2=C(N1CC1=C(COC3=C(C(=O)O)C=CC=C3)C=CC=C1)C=CC=C2)(F)F